C(C)(C)N1C(=NC(=C1)C(F)(F)F)C1=CC=C(S1)C=O 5-(1-isopropyl-4-(trifluoromethyl)-1H-imidazol-2-yl)thiophene-2-carbaldehyde